C(CCC)(=O)[O-].CCCCCC.[Cu+2].C(CCC)(=O)[O-] copper (II) hexane butyrate